N-isopropyl-3,4-methylenedioxyamphetamine C(C)(C)NC(C)CC1=CC2=C(C=C1)OCO2